tert-butyl 4-(2-(3,4-dimethoxyphenyl)-3-methyl-1H-pyrrolo[3,2-b]pyridin-5-yl)-5,6-dihydropyridine-1(2H)-carboxylate COC=1C=C(C=CC1OC)C1=C(C2=NC(=CC=C2N1)C1=CCN(CC1)C(=O)OC(C)(C)C)C